FC=1C=C(C=CC1F)[C@H]1[C@@H](CN(C1)CCOC)NC(=O)NC1=C(C(=NN1C1=CC=CC=C1)C=1C=NC(=NC1)C)C 1-((3s,4r)-4-(3,4-difluorophenyl)-1-(2-methoxyethyl)pyrrolidin-3-yl)-3-(4-methyl-3-(2-methylpyrimidin-5-yl)-1-phenyl-1H-pyrazol-5-yl)urea